C(C)OC(C(C(C1=CC=CC=C1)Br)Br)=O 2,3-dibromo-3-phenylpropionic acid ethyl ester